4-(1-(4-fluorophenyl)vinyl)-6-methyl-1-tolyl-1,6-dihydro-7H-pyrrolo[2,3-c]pyridin-7-one FC1=CC=C(C=C1)C(=C)C=1C2=C(C(N(C1)C)=O)N(C=C2)C2=C(C=CC=C2)C